benzyl 3-oxo-3,5,7,8-tetrahydropyrido[4,3-c]pyridazine-6(2H)-carboxylate O=C1C=C2C(=NN1)CCN(C2)C(=O)OCC2=CC=CC=C2